C(CCCCCCC)OC(CCCCCCCCC(=O)OCCCCCCCC)=O Dioctylsebacat